C1(=CC=CC=C1)CCCOC=1C=C(C=CC1)CCO 2-(3-(3-phenylpropoxy)phenyl)ethan-1-ol